(1S,4S)-4-[2-amino-6-(cyclopropylamino)-9H-purin-9-yl]-2-cyclopentene-1-methanol NC1=NC(=C2N=CN(C2=N1)[C@@H]1C=C[C@H](C1)CO)NC1CC1